N1(C=CC=C1)C=1C=C(C=NC1)C=1N=NNC1 4-(5-(1H-pyrrol-1-yl)pyridin-3-yl)-1H-1,2,3-triazole